C(C1=CC=CC=C1)OC(=O)N1C[C@H](C([C@H](C1)C)(F)F)CN (3R,5S)-3-(aminomethyl)-4,4-difluoro-5-methyl-piperidine-1-carboxylic acid benzyl ester